imidazo[4,5-d]imidazole-2,5(1H,3H)dione N1C(NC=2C1=NC(N2)=O)=O